2-((4-(aminomethyl)benzyl)thio)-4-ethyl-6-(4-methyl-1,4-diazepan-1-yl)pyridine-3,5-dicarbonitrile NCC1=CC=C(CSC2=NC(=C(C(=C2C#N)CC)C#N)N2CCN(CCC2)C)C=C1